2-hydroxy-4-(hydroxymethyl)benzaldehyde OC1=C(C=O)C=CC(=C1)CO